OC1=CC=CC=2C(C3=CC=C(C=C3C(C12)=O)O)=O 1,7-dihydroxyanthraquinone